NC1=C(C(=NC(=C1F)C1=CC=C2C=CNC2=C1F)C(=O)[O-])Cl.[K+].COC1=CC=C(C=C1)CCC(=COCCC1=CC=CC=C1)C 1-methoxy-4-(3-methyl-4-phenethoxybut-3-en-1-yl)benzene potassium 4-amino-3-chloro-5-fluoro-6-(7-fluoro-1H-indol-6-yl)pyridine-2-carboxylate